4-nitro-1-((2-(trimethylsilyl)ethoxy)methyl)-3-(vinyloxy)-1H-pyrazole [N+](=O)([O-])C=1C(=NN(C1)COCC[Si](C)(C)C)OC=C